FC1=CC(=C(C(=C1)C(C)C)NC(=O)N=S(=O)(N)C=1C=NN2C1OCC(C2)NC)C(C)C N'-((4-fluoro-2,6-diisopropylphenyl)carbamoyl)-6-(methylamino)-6,7-dihydro-5H-pyrazolo[5,1-b][1,3]oxazine-3-sulfonimidamide